tert-Butyl (2-(3-(2,2-difluoro-1-hydroxyethyl)pyridin-2-yl)ethyl)carbamate FC(C(O)C=1C(=NC=CC1)CCNC(OC(C)(C)C)=O)F